CCCCCCCCCCCC(=O)OC[C@H](COP(=O)(O)OC[C@H](CO)O)OC(=O)CCCC/C=C\C/C=C\C/C=C\C/C=C\CC 1-dodecanoyl-2-(6Z,9Z,12Z,15Z-octadecatetraenoyl)-glycero-3-phospho-(1'-sn-glycerol)